C1(CC1)NC(C1=C(C=C(C(=C1)C=1C=NN(C1)C1=CN=C2N1C=C(C(=C2)OC)C2(CCN(CC2)C)F)C)F)=O N-Cyclopropyl-2-fluoro-5-{1-[6-(4-fluoro-1-methylpiperidin-4-yl)-7-methoxyimidazo[1,2-a]pyridin-3-yl]-1H-pyrazol-4-yl}-4-methyl-benzamide